N=1C=C(N2C1C=NC=C2)CN2CCCCC2 1-(imidazo[1,2-a]pyrazin-3-ylmethyl)piperidin